FC=1C=C(C=C(C1)F)C(C)(O)[2H] 1-(3,5-difluorophenyl)ethan-1-d-1-ol